3,5-bis(4-tert-butylphenyl)4-phenyltriazole C(C)(C)(C)C1=CC=C(C=C1)N1N=NC(=C1C1=CC=CC=C1)C1=CC=C(C=C1)C(C)(C)C